Tert-butyl-(R)-4-(3-methylbutanoyl)-N-((1-methylpyrrolidin-3-yl)methyl)-3,4-dihydroquinoxaline C(C)(C)(C)[C@H]1N(C2=CC=CC=C2N(C1)C(CC(C)C)=O)CC1CN(CC1)C